ethyl 3-(3,5-dichloroanilino)-3-oxo-propanoate ClC=1C=C(NC(CC(=O)OCC)=O)C=C(C1)Cl